methyl 2-((4-(7-(((2S,5R)-5-(cyclopropanesulfonamido)tetrahydro-2H-pyran-2-yl)methyl)-2,7-diazaspiro[3.5]nonan-2-yl)pyrimidin-5-yl)oxy)-5-fluorobenzoate C1(CC1)S(=O)(=O)N[C@@H]1CC[C@H](OC1)CN1CCC2(CN(C2)C2=NC=NC=C2OC2=C(C(=O)OC)C=C(C=C2)F)CC1